C(CC\C=C/CCC)=O (Z)-4-octenal